ON1[C@@H]2CC[C@H](N(C1=O)C2)C(NC(C2=CN=C(C=C2)C(F)(F)F)=O)=N N-(((2S,5R)-6-hydroxy-7-oxo-1,6-diazabicyclo[3.2.1]oct-2-yl)(imino)methyl)-6-(trifluoromethyl)nicotinamide